(R)-4-(6-((4-chloro-2-fluorobenzyl)oxy)-3-(formyl)pyridin-2-yl)-3-(hydroxymethyl)piperazine-1-carboxylic acid tert-butyl ester C(C)(C)(C)OC(=O)N1C[C@@H](N(CC1)C1=NC(=CC=C1C=O)OCC1=C(C=C(C=C1)Cl)F)CO